BrC1=NC=CC(=C1)NCC=1N=C2N(C=C(C=C2N2C(N(C(C2)=O)C)=O)C2CC2)C1 1-(2-(((2-bromopyridin-4-yl)amino)methyl)-6-cyclopropylimidazo[1,2-a]pyridin-8-yl)-3-methyl-imidazolidine-2,4-dione